C(C)OC(C[SiH2]CCCC1C(=O)OC(C1)=O)OCC 3-diethoxyethylsilylpropylsuccinic anhydride